FC1=CC=C(C=N1)C=1C=2N(C=C(C1)OCC=O)N=CC2C#N 4-(6-fluoropyridin-3-yl)-6-(2-oxoethoxy)pyrazolo[1,5-a]pyridine-3-carbonitrile